1-[4-({6-chloro-7-[1-(oxetan-3-yl)piperidin-4-yl]quinazolin-2-yl}amino)-3-methyl-1H-pyrazol-1-yl]-2-methylpropan-2-ol ClC=1C=C2C=NC(=NC2=CC1C1CCN(CC1)C1COC1)NC=1C(=NN(C1)CC(C)(O)C)C